C1(CCCCC1)CCCC1=CC=CC=C1 3-cyclohexyl-1-phenylpropane